F[C@H]1[C@H](C[C@@]2(CC[C@H]1N2)C)N(C2=NN=C(S2)C2=C(C=C(C=C2)C2=NC=NC(=N2)OC)O)C 2-(5-(((1S,3S,4R,5R)-4-fluoro-1-methyl-8-azabicyclo[3.2.1]octan-3-yl)(methyl)amino)-1,3,4-thiadiazol-2-yl)-5-(4-methoxy-1,3,5-triazin-2-yl)phenol